tert-butyl (4-(methyl(4-nitrophenyl)amino)butyl)carbamate CN(CCCCNC(OC(C)(C)C)=O)C1=CC=C(C=C1)[N+](=O)[O-]